tert-butyl 6-((5-chloro-3-cyclopropylpyrazin-2-yl)sulfonyl)-2,6-diazaspiro[3.3]heptane-2-carboxylate ClC=1N=C(C(=NC1)S(=O)(=O)N1CC2(CN(C2)C(=O)OC(C)(C)C)C1)C1CC1